CC=1C=2N(C=C(C1)C1=C(C(=NN1)C=1SC(=CN1)C1CCN(CC1)CCC)CC(F)(F)F)N=CN2 2-(5-(8-methyl-[1,2,4]triazolo[1,5-a]pyridin-6-yl)-4-(2,2,2-trifluoroethyl)-1H-pyrazol-3-yl)-5-(1-propylpiperidin-4-yl)thiazole